2-(2-((cyclopropylmethyl)amino)pyridin-4-yl)-N-(3-(difluoromethyl)-1-((1r,4r)-4-formylcyclohexyl)-1H-pyrazol-4-yl)oxazole-4-carboxamide C1(CC1)CNC1=NC=CC(=C1)C=1OC=C(N1)C(=O)NC=1C(=NN(C1)C1CCC(CC1)C=O)C(F)F